C(C)C1=NN(C(=C1)C=O)C 3-ethyl-1-methyl-1H-pyrazole-5-carbaldehyde